(3-bromophenoxy)propionic acid BrC=1C=C(OC(C(=O)O)C)C=CC1